CC1=CC=C(C=N1)[C@@H](C)NC(C1=CC(=CC(=C1)OC1COC1)C=1SC(=CN1)C)=O N-[(1R)-1-(6-methylpyridin-3-yl)ethyl]-3-(5-methyl-1,3-thiazol-2-yl)-5-(oxetan-3-yloxy)benzamide